N-(4-(N-(3,5-dichlorobenzyl)-N-(4-fluorobenzyl)sulfamoyl)phenyl)-2-(pyridin-4-yl)cyclopropane-1-carboxamide ClC=1C=C(CN(S(=O)(=O)C2=CC=C(C=C2)NC(=O)C2C(C2)C2=CC=NC=C2)CC2=CC=C(C=C2)F)C=C(C1)Cl